C(C1=CC=CC=C1)N1CCC(CC1)COC=1C=C2C(=C(NC2=CC1)C1=CC(=C(C=C1)OC)OC)C(C)C 5-((1-Benzylpiperidin-4-yl)methoxy)-2-(3,4-dimethoxyphenyl)-3-isopropyl-1H-indol